CS(=O)(=O)OCCCC1=C2C=CNC2=CC(=C1OC1=CC(=C(C=C1)F)C#N)F 3-(5-(3-Cyano-4-fluorophenoxy)-6-fluoro-1H-indol-4-yl)propyl methanesulfonate